ClC1=CC=C(C=C1)N1N=CC(=C1)C=1C=C(CC2=NC(=C3NC(=NC3=N2)C2CCCC2)C(=O)N)C=C(C1)F (3-(1-(4-chlorophenyl)-1H-pyrazol-4-yl)-5-fluorobenzyl)-8-cyclopentyl-7H-purine-6-carboxamide